9-((3-Amino-6-(2-hydroxyphenyl)pyridazin-4-yl)ethynyl)-3-azaspiro[5.5]undecane-3-carboxylic acid tert-butyl ester C(C)(C)(C)OC(=O)N1CCC2(CC1)CCC(CC2)C#CC2=C(N=NC(=C2)C2=C(C=CC=C2)O)N